1-(piperidin-4-yl)cyclopropane-1-carboxylic acid ethyl ester hydrochloride Cl.C(C)OC(=O)C1(CC1)C1CCNCC1